5-{4-[(1R)-1-hydroxy-1-phenylethyl]-2-furoyl}pyrimidin O[C@](C)(C1=CC=CC=C1)C=1C=C(OC1)C(=O)C=1C=NC=NC1